1-(1,2-Diazidoethyl)-2-methylbenzene N(=[N+]=[N-])C(CN=[N+]=[N-])C1=C(C=CC=C1)C